2-((tert-butoxycarbonyl)amino)-3-hydroxybutyric acid C(C)(C)(C)OC(=O)NC(C(=O)O)C(C)O